2,5-di(4-pyridyl)-bithiophene N1=CC=C(C=C1)C1(SC(=CC1)C1=CC=NC=C1)C=1SC=CC1